NC(NCCC[C@H](NC([C@@H](NC(COCCOCCNC([O-])=O)=O)C(C)C)=O)C(NC1=CC=C(C=C1)CI)=O)=O ((6S,9S)-1-amino-6-((4-(iodomethyl)phenyl)carbamoyl)-9-isopropyl-1,8,11-trioxo-13,16-dioxa-2,7,10-triazaoctadecan-18-yl)carbamate